FC1=CC=C(OCC2N(C3CC(C2C)C3)C(=O)C3=NC(=CC=C3N3N=CC=N3)C)C=C1 trans-3-[(4-fluorophenoxy)methyl]-4-methyl-2-[6-methyl-3-(2H-1,2,3-triazol-2-yl)pyridine-2-carbonyl]-2-azabicyclo[3.1.1]heptane